ethyl (Z)-2-(2-((tert-butoxycarbonyl)amino)thiazol-4-yl)-3-(pyridin-3-yl)acrylate C(C)(C)(C)OC(=O)NC=1SC=C(N1)/C(/C(=O)OCC)=C/C=1C=NC=CC1